C(CCC)C1=CC(=NC=C1)C1=NC=CC(=C1)CCCC 4,4'-di-butyl-2,2'-bipyridine